N-(1-(tert-butyl)-1H-pyrazol-4-yl)-2-(2-fluoro-3-methyl-4-((6-((1-methylpiperidin-4-yl)oxy)quinolin-4-yl)oxy)phenyl)acetamide C(C)(C)(C)N1N=CC(=C1)NC(CC1=C(C(=C(C=C1)OC1=CC=NC2=CC=C(C=C12)OC1CCN(CC1)C)C)F)=O